tert-Butyl 2-(2-(2-chloropyrimidin-4-yl)-4-oxo-6,7-dihydrothieno[3,2-c]pyridin-5(4H)-yl)propionate ClC1=NC=CC(=N1)C1=CC=2C(N(CCC2S1)C(C(=O)OC(C)(C)C)C)=O